COCC1(CCOCC1)C(=O)N1CCOC2=C([C@@H]1C)C=CC(=C2)C(=O)OCC ethyl (S)-4-(4-(methoxymethyl)tetrahydro-2H-pyran-4-carbonyl)-5-methyl-2,3,4,5-tetrahydrobenzo[f][1,4]oxazepine-8-carboxylate